iodo-caprolactone IC1C(=O)OCCCC1